5-cyano-3,4,6-trimethyl-N-(3-(oxazol-5-yl)-1H-indazol-5-yl)picolinamide C(#N)C=1C(=C(C(=NC1C)C(=O)NC=1C=C2C(=NNC2=CC1)C1=CN=CO1)C)C